4-((1r,4s)-4-(3-bromo-2-methylphenoxy)cyclohexyl)butanoic acid BrC=1C(=C(OC2CCC(CC2)CCCC(=O)O)C=CC1)C